tert-butyl 2,2-dioxathiazolidine-3-carboxylate S1ON(CC1)C(=O)OC(C)(C)C